N[C@H]1CN(CCC1)C(=O)C1=CC2=C(N(C(=N2)C2=CC=3C(=NC(=CC3)N(S(=O)(=O)C)C)N2CC2CC2)CC2CC2)C(=C1)OC (R)-N-(2-(5-(3-aminopiperidine-1-carbonyl)-1-(cyclopropylmethyl)-7-methoxy-1H-benzo[d]imidazol-2-yl)-1-(cyclopropylmethyl)-1H-pyrrolo[2,3-b]pyridin-6-yl)-N-methylmethanesulfonamide